CN(CC(C1=C(C=CC=C1)C)NS(=O)(=O)C1=CC=C(C=C1)OC(F)(F)F)C N-(2-(dimethylamino)-1-(o-tolyl)ethyl)-4-(trifluoromethoxy)benzenesulfonamide